C1(CC1)C1=C(C(=NO1)C1=C(C=CC=C1Cl)Cl)CCN1[C@H](CN(CC1)C1=CC=C2C(=CN(C2=C1)C)C(=O)O)C (S)-6-(4-(2-(5-cyclopropyl-3-(2,6-dichlorophenyl)isoxazol-4-yl)ethyl)-3-methylpiperazin-1-yl)-1-methyl-1H-indole-3-carboxylic acid